5-(4-methoxy-2,3,6-trimethylphenyl)-3-methyl-2,4-pentadienealdehyde COC1=C(C(=C(C(=C1)C)C=CC(=CC=O)C)C)C